FC1=CC(=CC2=C1N=C(S2)N2CCNCC2)C=2C=C(C=1N(N2)C=C(N1)C)C 6-[4-fluoro-2-(piperazin-1-yl)-1,3-benzothiazol-6-yl]-2,8-dimethylimidazo[1,2-b]pyridazine